CNC1=C(C(N)=S)C=C(C=C1)[N+](=O)[O-] (methylamino)-5-nitrobenzothioamide